CC1(OB(OC1(C)C)[C@@H]1[C@H](C1)C1=C(C=CC=C1)OC(F)(F)F)C |r| racemic-4,4,5,5-tetramethyl-2-((1S,2S)-2-(2-(trifluoromethoxy)phenyl)cyclopropyl)-1,3,2-dioxaborolane